ClC=1C=C2C(=C(N1)CN(C)C)COCC2 1-(6-Chloro-3,4-dihydro-1H-pyrano[3,4-c]pyridin-8-yl)-N,N-dimethylmethanamine